C(#N)C=1C=C2C(=NC1)N(C=C2)C2=NC=C(C(=O)NC1CCN(CC1)CC1=C(C=C(C=C1)N1C(NC(CC1)=O)=O)F)C(=C2)NC(C)C 6-(5-cyano-1H-pyrrolo[2,3-b]pyridin-1-yl)-N-(1-(4-(2,4-dioxotetrahydropyrimidin-1(2H)-yl)-2-fluorobenzyl)piperidin-4-yl)-4-(isopropylamino)nicotinamide